2-(trimethylsilyl)ethyl (S)-4-(5-amino-4-(2-(hydroxymethyl)piperidine-1-carbonyl)-2-methoxyphenoxy)butanoate NC=1C(=CC(=C(OCCCC(=O)OCC[Si](C)(C)C)C1)OC)C(=O)N1[C@@H](CCCC1)CO